N-((3R,5S)-1-cyano-5-(methoxymethyl)pyrrolidin-3-yl)-5-(3-(trifluoromethyl)phenyl)-oxazole-2-carboxamide C(#N)N1C[C@@H](C[C@H]1COC)NC(=O)C=1OC(=CN1)C1=CC(=CC=C1)C(F)(F)F